C(CCCCC)(=O)[O-].CC[Cr+2].C(CCCCC)(=O)[O-] 2-ethyl-chromium hexanoate